(3,5-difluorophenyl)-5,5-difluoro-1,5,6,7-tetrahydro-4H-indol-4-one FC=1C=C(C=C(C1)F)N1C=CC=2C(C(CCC12)(F)F)=O